The molecule is a lipid A oxoanion obtained via deprotonation of the carboxy and phosphate OH groups of galactosyl-(glucosyl)3-(heptosyl)3-(KDO)2-lipid A-bisphosphate. It is a conjugate base of a galactosyl-(glucosyl)3-(heptosyl)3-(KDO)2-lipid A-bisphosphate. CCCCCCCCCCCCCC(=O)O[C@H](CCCCCCCCCCC)CC(=O)O[C@@H]1[C@H]([C@@H](O[C@@H]([C@H]1OP(=O)([O-])[O-])CO[C@@]2(C[C@H]([C@H]([C@H](O2)[C@@H](CO)O)O[C@@H]3[C@H]([C@H]([C@@H]([C@H](O3)[C@H](CO)O)OP(=O)([O-])[O-])O[C@@H]4[C@H]([C@H]([C@@H]([C@H](O4)[C@H](COC5[C@H]([C@H]([C@@H]([C@H](O5)[C@H](CO)O)O)O)O)O)OP(=O)([O-])[O-])OC6[C@@H]([C@H]([C@@H]([C@H](O6)COC7[C@@H]([C@H]([C@H]([C@H](O7)CO)O)O)O)O)OC8[C@@H]([C@H]([C@@H]([C@H](O8)CO)O)O)OC9[C@@H]([C@H]([C@@H]([C@H](O9)CO)O)O)O)O)O)O)O[C@@]1(C[C@H]([C@H]([C@H](O1)[C@@H](CO)O)O)O)C(=O)[O-])C(=O)[O-])OC[C@@H]1[C@H]([C@@H]([C@H]([C@H](O1)OP(=O)([O-])[O-])NC(=O)C[C@@H](CCCCCCCCCCC)O)OC(=O)C[C@@H](CCCCCCCCCCC)O)O)NC(=O)C[C@@H](CCCCCCCCCCC)OC(=O)CCCCCCCCCCC